COC1=CC2=C(C(CO2)(C)C)C=C1S(=O)(=O)NC(=O)C1=NC2=CC=CC(=C2C=C1)N1N=CC=C1 N-((6-methoxy-3,3-dimethyl-2,3-dihydrobenzofuran-5-yl)sulfonyl)-5-(1H-pyrazol-1-yl)quinoline-2-carboxamide